COC(C1=CC(=C(C=C1)I)O)=O 3-hydroxy-4-iodobenzoic acid methyl ester